1-(3-(3-(2-hydroxyphenyl)-7H-pyrrolo[2,3-c]pyridazin-6-yl)azetidin-1-yl)prop-2-en-1-one OC1=C(C=CC=C1)C1=CC2=C(N=N1)NC(=C2)C2CN(C2)C(C=C)=O